1,1-dimethylethyl ((3R)-1-{[4-(methylamino)-3-nitrophenyl]carbonyl}-3-piperidinyl)carbamate CNC1=C(C=C(C=C1)C(=O)N1C[C@@H](CCC1)NC(OC(C)(C)C)=O)[N+](=O)[O-]